C(C)OC1=C(C(=C(C=C1)C1=C(C(=C(C=C1)SCCC)F)F)F)F 1-(4'-ethoxy-2',3'-difluorophenyl)-2,3-difluoro-4-(propylsulfanyl)benzene